NC=1NC(C=2N=CN(C2N1)[C@@H]1O[C@@H]([C@H]([C@H]1OCC#C)O)CO)=O 2-amino-9-((2R,3R,4R,5R)-4-hydroxy-5-(hydroxymethyl)-3-(prop-2-yn-1-yloxy)tetrahydrofuran-2-yl)-1,9-dihydro-6H-purin-6-one